(2S,3S,4R,5S)-4-[[3-(3,4-difluoro-2-methoxy-phenyl)-4,5-dimethyl-tetrahydrofuran-2-carbonyl]amino]pyridine-2-carboxamide FC=1C(=C(C=CC1F)[C@H]1[C@H](O[C@H]([C@@H]1C)C)C(=O)NC1=CC(=NC=C1)C(=O)N)OC